Cl.C1(=CC=CC=C1)[C@H](C)N[C@H]1[C@@H](CN(C1)C(=O)OC(C)(C)C)C(=O)OCC 1-(tert-butyl) 3-ethyl (3R,4S)-4-(((S)-1-phenylethyl)amino)pyrrolidine-1,3-dicarboxylate hydrochloride